tert-butyl (2-((4-(3-bromophenyl)thiazol-2-yl)amino)-2-oxoethyl)carbamate BrC=1C=C(C=CC1)C=1N=C(SC1)NC(CNC(OC(C)(C)C)=O)=O